C(C)(C)(C)OC([C@@H](CC1=CC2=C(SC=C2C=O)C=C1)[C@@H]1CN(CC1)C(=O)OC(C)(C)C)=O (R)-tert-butyl 3-((S)-1-(tert-butoxy)-3-(3-formylbenzo[b]thiophen-5-yl)-1-oxopropane-2-yl)pyrrolidine-1-carboxylate